C(C1=CC=CC=C1)OC(=O)NC1CCN(CC1)CCCN(C(OC(C)(C)C)=O)C tert-butyl N-[3-[4-(benzyloxycarbonylamino)-1-piperidyl]propyl]-N-methyl-carbamate